Zirconium(IV) Salicylate C(C=1C(O)=CC=CC1)(=O)[O-].[Zr+4].C(C=1C(O)=CC=CC1)(=O)[O-].C(C=1C(O)=CC=CC1)(=O)[O-].C(C=1C(O)=CC=CC1)(=O)[O-]